N-(2-(4,4-Difluoropiperidin-1-yl)-6-methylpyrimidin-4-yl)-4-(((1R,2R)-2-hydroxycyclopentyl)sulfonyl)-2-(6-azaspiro[2.5]octan-6-yl)benzamide FC1(CCN(CC1)C1=NC(=CC(=N1)NC(C1=C(C=C(C=C1)S(=O)(=O)[C@H]1[C@@H](CCC1)O)N1CCC2(CC2)CC1)=O)C)F